N-(4-(((R)-1-hydroxy-4-methylpentan-2-yl)amino)-6-((S*)-2-(2,4,5-trifluorophenyl)propyl)-1,3,5-triazin-2-yl)methanesulfonamide OC[C@@H](CC(C)C)NC1=NC(=NC(=N1)C[C@H](C)C1=C(C=C(C(=C1)F)F)F)NS(=O)(=O)C |o1:15|